5-Amino-3-[2-[4-(2,4-difluorophenyl)piperazin-1-yl]ethyl]-8-(2-furyl)-1-methyl-[1,2,4]triazolo[5,1-f]purin-2-one NN1C=NC(=C2N3C(N=C12)N(C(N3C)=O)CCN3CCN(CC3)C3=C(C=C(C=C3)F)F)C=3OC=CC3